tert-butyl 4-(2-(4-((5-((imidazo[1,2-a]pyridin-7-ylmethyl) carbamoyl)-2-(((1-methyl-1H-pyrazol-3-yl)methyl)sulfonyl) phenyl)ethynyl)benzamido)ethyl)piperazine-1-carboxylate N=1C=CN2C1C=C(C=C2)CNC(=O)C=2C=CC(=C(C2)C#CC2=CC=C(C(=O)NCCN1CCN(CC1)C(=O)OC(C)(C)C)C=C2)S(=O)(=O)CC2=NN(C=C2)C